CC1=C(C=CC(=C1)C)C1=NC(=NC(=N1)C1=C(C=C(C=C1)C)C)C=1C=C(C=C(C1O)C(C)(C)C)CCC(=O)N(C)C1=CC=C(C=C1)C=C(C(=O)OC)C#N methyl 3-(4-(3-(3-(4,6-bis(2,4-dimethylphenyl)-1,3,5-triazin-2-yl)-5-(tert-butyl)-4-hydroxyphenyl)-N-methylpropanamido) phenyl)-2-cyanoacrylate